5-Fluoro-2-methoxybenzoic acid FC=1C=CC(=C(C(=O)O)C1)OC